ClC=1C(=NC(=NC1)NC1=C(C=C(C=C1)N1CCN(CC1)CC1CCN(CC1)C(=O)OCC1=CC=CC=C1)OC)NC1=C(C=CC=C1)N(S(=O)(=O)C)C benzyl 4-((4-(4-((5-chloro-4-((2-(N-methylmethylsulfonamido)phenyl)amino)pyrimidin-2-yl)amino)-3-methoxyphenyl)piperazin-1-yl)methyl)piperidin-1-carboxylate